Heptadecan-9-yl 8-((3-((4-oxo-4,5-dihydro-1H-imidazol-2-yl)amino)propyl)(8-oxo-8-(undecan-3-yloxy)octyl)amino)octanoate O=C1N=C(NC1)NCCCN(CCCCCCCC(=O)OC(CCCCCCCC)CCCCCCCC)CCCCCCCC(OC(CC)CCCCCCCC)=O